(5S)-3-Bromo-5-[(3R)-1-[(1R)-1-[4-(trifluoromethyl)phenyl]ethyl]pyrrolidin-3-yl]-4,5-dihydroisoxazole BrC1=NO[C@@H](C1)[C@H]1CN(CC1)[C@H](C)C1=CC=C(C=C1)C(F)(F)F